C(#N)C1=CC=C(C=C1)C=1C=C(C=NC1)OC=1C=CC(=C(C#N)C1)[N+](=O)[O-] 5-((5-(4-cyanophenyl)pyridin-3-yl)oxy)-2-nitrobenzonitrile